hydroxymonosilane O[SiH3]